ClP1(O[C@H](C[C@H](S1)C1=CC=CC=C1)C1=CC=CC=C1)=O (4S,6R)-2-chloro-4,6-diphenyl-1,3,2-oxathiaphosphinane 2-oxide